N-(6-(N-(5-chloro-4-(4-chloro-3-fluorophenyl)thiazol-2-yl)sulfamoyl)pyridin-3-yl)acetamide ClC1=C(N=C(S1)NS(=O)(=O)C1=CC=C(C=N1)NC(C)=O)C1=CC(=C(C=C1)Cl)F